1-(aminomethyl)cyclobutane-1-carbonitrile NCC1(CCC1)C#N